CN(C1CCN(CC1)C1=C(C=C(C(=C1)OC)NC1=NC=C(C(=N1)C=1C=NN(C1)C)F)NC(C=C)=O)C N-(2-(4-(dimethylamino)piperidin-1-yl)-5-(5-fluoro-4-(1-methyl-1H-pyrazol-4-yl)pyrimidin-2-ylamino)-4-methoxyphenyl)acrylamide